tert-butyl (2R,5S)-4-((1s,3s)-3-cyano-7'-(4-cyanopyridin-2-yl)-6',7'-dihydrospiro[cyclobutane-1,5'-pyrrolo[2,3-d]pyrimidin]-4'-yl)-2,5-dimethylpiperazine-1-carboxylate C(#N)C1CC2(CN(C=3N=CN=C(C32)N3C[C@H](N(C[C@@H]3C)C(=O)OC(C)(C)C)C)C3=NC=CC(=C3)C#N)C1